COC1=CC=C(C=C1)C1=CN=C2N1N=C(C=C2)NC(CO)CC 2-[[3-(4-methoxyphenyl)imidazo[1,2-b]pyridazin-6-yl]amino]butan-1-ol